3-Fluoroazetidine hydrochloride salt Cl.FC1CNC1